15-chloro-21-fluoro-16-methoxy-11-methyl-18,18-dioxo-8-oxa-18λ6-thia-11,19-diazatetracyclo[18.3.1.113,17.02,7]pentacosa-1(24),2,4,6,13,15,17(25),20,22-nonaen-10-one ClC=1C=C2CN(C(COC3=CC=CC=C3C=3C=CC(=C(NS(C(C1OC)=C2)(=O)=O)C3)F)=O)C